rac-N-[(5R,6S)-5-[([1,1'-biphenyl]-3-yl)methyl]-8,8-difluoro-4-oxo-3-(propan-2-yl)-1,2,3,4,5,6,7,8-octahydroquinazolin-6-yl]methanesulfonamide C1(=CC(=CC=C1)C[C@@H]1C=2C(N(CNC2C(C[C@@H]1NS(=O)(=O)C)(F)F)C(C)C)=O)C1=CC=CC=C1 |r|